C(C)(C)(C)OC(C1=C(N=CC(=C1)N)NC1CCCCC1)=O 5-amino-2-(cyclohexylamino)nicotinic acid tert-butyl ester